FC1=C(CNCC)C=CC(=C1)C(F)(F)F N-(2-fluoro-4-(trifluoromethyl)benzyl)ethanamine